2-methyl-7-((R)-2,2,2-trifluoro-1-methoxyethyl)thiazolo[5,4-b]pyridin-6-amine CC=1SC2=NC=C(C(=C2N1)[C@H](C(F)(F)F)OC)N